COC(=O)CC(=O)C(=O)O The molecule is a dicarboxylic acid monoester comprising succinic acid having an oxo group at the 2-position and the methyl ester at the 4-position. It derives from an oxaloacetic acid. It is a conjugate acid of an oxaloacetate 4-methyl ester.